bis(tributylphosphine) palladium (0) [Pd].C(CCC)P(CCCC)CCCC.C(CCC)P(CCCC)CCCC